N-[2-methyl-6-(1-methylcyclopropoxy)-3-pyridyl]acetamide CC1=NC(=CC=C1NC(C)=O)OC1(CC1)C